(S)-1-((S)-2-(3-(3-(allyloxy)propoxy)-4,5-dimethoxyphenyl)-2-cyclohexylacetyl)piperidine-2-carboxylic acid C(C=C)OCCCOC=1C=C(C=C(C1OC)OC)[C@@H](C(=O)N1[C@@H](CCCC1)C(=O)O)C1CCCCC1